COC=1C=C(C=C(C1OC)OC)CNC=1C=C2C(=NC(=NC2=CC1)N)N N6-[(3,4,5-trimethoxyphenyl)methyl]quinazoline-2,4,6-triamine